NC1=C2NC(N(C2=NC(=N1)OCCCC)CC1=CC=C(C=C1)CN1CCC(CC1)C1=CC=C(C=C1)N)=O 6-amino-9-(4-((4-(4-aminophenyl)piperidin-1-yl)methyl)benzyl)-2-butoxy-7H-purin-8(9H)-one